COC(CNCC1=NC=C(C=C1)C#CC1=CC=C(C=C1)C1=CC(=NO1)CN1C(=NC=C1)[C@H](C)OC1OCCCC1)=O ((5-((4-(3-((2-((1S)-1-((tetrahydro-2H-pyran-2-yl)oxy)ethyl)-1H-imidazol-1-yl)methyl)isoxazol-5-yl)phenyl)ethynyl)pyridin-2-yl)methyl)glycine Methyl ester